CC(C)=C1C=CC(C=C1)=C(C)C 3,6-di(prop-2-ylidene)cyclohexa-1,4-diene